methyl 4-(((S)-3-cyano-1-(3-((S)-1-(2,2-difluorobenzo[d][1,3]dioxol-5-yl)ethoxy)-4-fluorophenyl)-4,5,6,7-tetrahydro-1H-indazol-7-yl)oxy)benzoate C(#N)C1=NN(C=2[C@H](CCCC12)OC1=CC=C(C(=O)OC)C=C1)C1=CC(=C(C=C1)F)O[C@@H](C)C1=CC2=C(OC(O2)(F)F)C=C1